2-(Pyrrolidin-1-yl)ethyl (5-methoxy-1H-benzo[d]imidazol-2-yl)carbamate COC1=CC2=C(NC(=N2)NC(OCCN2CCCC2)=O)C=C1